3-(4-methoxy-5-oxo-2-(piperazin-1-yl)-5,7-dihydro-6H-pyrrolo[3,4-b]pyridin-6-yl)piperidine-2,6-dione COC1=C2C(=NC(=C1)N1CCNCC1)CN(C2=O)C2C(NC(CC2)=O)=O